C(C)(C)(C)OC(=O)NC(=N)N(SCC1=CC=C(C=C1)I)C(=O)OC(C)(C)C N,N'-di-tert-Butoxycarbonyl-N'-(4-iodophenylmethylthio)guanidine